ClC1=CC=C(C(=N1)C#N)O[C@H](C)C=1C=C(C=C2C(C(=C(OC12)C=1C=C2C(=NC1)SC=N2)C)=O)C 6-Chloro-3-[(1R)-1-(3,6-dimethyl-4-oxo-2-thiazolo[5,4-b]pyridin-6-yl-chromen-8-yl)ethoxy]pyridine-2-carbonitrile